BrC1=NC=CC(=C1)CNCC1=CC(=NC=C1)Br bis[(2-bromopyridin-4-yl)methyl]amine